1-(5-amino-3-(1-((6-(2-cyclopropoxyethoxy)-7-methoxy-2-methylquinazoline-4-yl)amino)ethyl)-2-fluorophenyl)-1,1-difluoro-2-methylpropan-2-ol NC=1C=C(C(=C(C1)C(C(C)(O)C)(F)F)F)C(C)NC1=NC(=NC2=CC(=C(C=C12)OCCOC1CC1)OC)C